2-nitro-5-(1-tetrahydrofuran-3-ylcyclopropoxy)pyridine [N+](=O)([O-])C1=NC=C(C=C1)OC1(CC1)C1COCC1